NC1CN(CCC1(F)F)C(=O)OCC1=CC=CC=C1 benzyl 3-amino-4,4-difluoropiperidine-1-carboxylate